2-((6-bromopyridin-3-yl)oxy)-2,2-difluoroethan-1-ol BrC1=CC=C(C=N1)OC(CO)(F)F